COC(C(C(=O)OC)C1=NC=2CCCN(C2C=C1)C(=O)OC(C)(C)C)=O.C(=O)(O)C1=CC=C(C=C1)C1=C(C=C(C(=C1)C1=CC=C(C=C1)C(=O)O)C1=CC=C(C=C1)C(=O)O)C1=CC=C(C=C1)C(=O)O 1,2,4,5-Tetra(4-carboxyphenyl)benzene dimethyl-2-(5-(tert-butoxycarbonyl)-5,6,7,8-tetrahydro-1,5-naphthyridin-2-yl)malonate